ClC1=CC(=C(C=C1)O)F 4-chloro-2-fluorophenol